C(C)OC(=O)C=1N=CC=2CN(CC(C2C1)C(C)C)C1=CC(=CC(=C1)F)Cl 7-(3-chloro-5-fluorophenyl)-5-isopropyl-5,6,7,8-tetrahydro-2,7-naphthyridine-3-carboxylic acid ethyl ester